N1C(=NC2=C1C=CC=C2)[C@H](C)NC(=O)[C@H](CC(=O)N2[C@H](CCCC2)C)NC(CCC(C)C)=O N-[(1S)-1-[[(1S)-1-(1H-benzimidazol-2-yl)ethyl]carbamoyl]-3-[(2S)-2-methyl-1-piperidyl]-3-oxo-propyl]-4-methyl-pentanamide